FC1=CC=C(C=C1)C=1N=C2COCCN2C1I 2-(4-fluorophenyl)-3-iodo-6,8-dihydro-5H-imidazo[2,1-c][1,4]oxazine